BrCCS(=O)(=O)[O-] 2-bromoethanesulfonate